1,3-cyclohexanedicarboxaldehyde C1(CC(CCC1)C=O)C=O